FC1=C(C=C(C(=C1O)F)C(F)(F)F)N1N=C(C2=CC(=CC=C12)N(C1CCOCC1)C)C(=O)N 1-(2,4-Difluoro-3-hydroxy-5-(trifluoromethyl)phenyl)-5-(methyl(tetrahydro-2H-pyran-4-yl)amino)-1H-indazole-3-carboxamide